(3R,4R)-3-cyclopropyl-4-{2,6-difluoro-4-[1-(trifluoromethyl)pyrazol-4-yl]phenyl}-1-(1H-benzo[d]imidazol-5-yl)azetidin-2-one C1(CC1)[C@H]1C(N([C@H]1C1=C(C=C(C=C1F)C=1C=NN(C1)C(F)(F)F)F)C1=CC2=C(NC=N2)C=C1)=O